NC1N(C=2C=3C(NN(C3N=C(C=3C2N=C(N3)C)C)C)C1=O)C1=C(C(=CC=C1C)O)C 2-amino-1-(3-hydroxy-2,6-dimethylphenyl)-5,7,9-trimethyl-4,5-dihydro-1,4,5,6,8,10-hexaazabenzo[cd]cyclopenta[f]azulen-3(1H)-one